NC1=C(C(=NN1C)C1CC2CC(C2C1)=O)C(=O)NC1=CC(=C(C=C1)F)Cl 5-Amino-N-(3-chloro-4-fluorophenyl)-1-methyl-3-(6-oxobicyclo[3.2.0]heptan-3-yl)-1H-pyrazole-4-carboxamide